CC(C(=O)O)=C.OC[C@H](O)[C@@H](O)[C@H](O)[C@H](O)CO sorbitol (methyl)acrylate